C(C1=CC=CC=C1)SC1=CC2=C(N3C(CO2)C(CC3=O)NC(OC(C)(C)C)=O)C=C1 tert-butyl N-(7-benzylsulfanyl-1-oxo-2,3,3a,4-tetrahydropyrrolo[2,1-c][1,4]benzoxazin-3-yl)carbamate